C(C1=CC=CC=C1)OC(N[C@H]1[C@@H](N(C(C1(C)C)=O)C=1C=C2C=NN(C2=CC1)C1=CN(C(C=C1)=O)C)C1=CC=CC=C1)=O ((trans)-4,4-dimethyl-1-(1-(1-methyl-6-oxo-1,6-dihydropyridin-3-yl)-1H-indazol-5-yl)-5-oxo-2-phenylpyrrolidin-3-yl)-carbamic acid benzyl ester